4-(8-methyl-4-oxo-2-thioxo-1-(4-methylphenyl)-1,3,8-triazaspiro[4.5]decan-3-yl)-2-trifluoromethylbenzonitrile CN1CCC2(C(N(C(N2C2=CC=C(C=C2)C)=S)C2=CC(=C(C#N)C=C2)C(F)(F)F)=O)CC1